CC1=NN(C(=C1)OCNC(CC1CC1)=O)C1=CC=CC=C1 N-((3-methyl-1-phenyl-1H-pyrazol-5-yl)oxy)methylcyclopropylacetamide